BrC1=CC=NC2=CC=C(C=C12)Cl 4-bromo-6-chloro-quinoline